Phenyl-methane triisocyanate [N-]=C=O.[N-]=C=O.[N-]=C=O.C1(=CC=CC=C1)C